2-(((1-(2-hydroxyethyl)azetidin-3-yl)carbamoyl)oxy)-3-(((9Z,12Z)-octadeca-9,12-dienoyl)oxy)propyl (9Z,12Z,15Z)-octadeca-9,12,15-trienoate C(CCCCCCC\C=C/C\C=C/C\C=C/CC)(=O)OCC(COC(CCCCCCC\C=C/C\C=C/CCCCC)=O)OC(NC1CN(C1)CCO)=O